C(C)(=O)O[C@H]1C2=CC3=C(OC(O3)(F)F)C=C2[C@H]([C@H]2[C@@H]1COC2=O)C2=CC(=C(C(=C2)OC)OC)OC |o1:4,16,17,18| rel-(5R,5aR,8aS,9R)-2,2-difluoro-8-oxo-9-(3,4,5-trimethoxyphenyl)-5,5a,6,8,8a,9-hexahydrofuro[3',4':6,7]naphtho[2,3-d][1,3]dioxol-5-yl acetate